3-(benzyloxy)-4-oxo-5-((2,4,6-trifluorobenzyl)carbamoyl)-1-((1-vinylcyclobutyl)amino)-1,4-dihydropyridine-2-carboxylic acid C(C1=CC=CC=C1)OC1=C(N(C=C(C1=O)C(NCC1=C(C=C(C=C1F)F)F)=O)NC1(CCC1)C=C)C(=O)O